1-acetyl-3-[2-(propan-2-yloxy)ethoxy]-1H-pyrazole-4-carboxylic acid ethyl ester C(C)OC(=O)C=1C(=NN(C1)C(C)=O)OCCOC(C)C